CC1=CC=C(CNCCN)C=C1 N-(4-methylbenzyl)-1,2-ethylenediamine